CN1CC(C1)(C)[C@@](C=1C=C(C=NC1)C#CC(C)(C)N1C(NCC1)=O)(C1=CC=C(C=C1)C(C)C)O 1-(3-{5-[(R)-(1,3-Dimethyl-azetidin-3-yl)-hydroxy-(4-isopropyl-phenyl)-methyl]-pyridin-3-yl}-1,1-dimethyl-prop-2-ynyl)-imidazolidin-2-one